[O-2].[O-2].[Ti+4].[Co+2].[Pt+2] platinum-cobalt-titanium dioxide